5-chloro-N1-(3-fluoro-4-methoxyphenyl)-2-methylbenzene-1,3-diamine ClC=1C=C(C(=C(C1)NC1=CC(=C(C=C1)OC)F)C)N